(4-benzoyl-3,5-dimethylpiperazin-1-yl)(7-(3,4-dimethoxyphenyl)pyrazolo[1,5-a]pyrimidine-2-yl)methanone C(C1=CC=CC=C1)(=O)N1C(CN(CC1C)C(=O)C1=NN2C(N=CC=C2C2=CC(=C(C=C2)OC)OC)=C1)C